4-((4-(4-(1-(pent-3-yl)-1H-pyrazol-4-yl)pyrazolo[1,5-a]pyrazin-6-yl)-1H-pyrazol-1-yl)methyl)tetrahydro-2H-thiopyran 1,1-dioxide CCC(CC)N1N=CC(=C1)C=1C=2N(C=C(N1)C=1C=NN(C1)CC1CCS(CC1)(=O)=O)N=CC2